2,6-Difluoro-3-(6-(methyl(tetrahydro-2H-pyran-4-yl)amino)-1H-pyrazolo[4,3-c]pyridin-3-yl)-5-(trifluoromethyl)phenol FC1=C(C(=C(C=C1C1=NNC2=C1C=NC(=C2)N(C2CCOCC2)C)C(F)(F)F)F)O